C(C)OCOC=1C=C(C=O)C=CC1C=1N=NC(=CC1C)N[C@H]1CN(CCC1)CCO (R)-3-(ethoxymethoxy)-4-(6-((1-(2-hydroxyethyl)piperidin-3-yl)amino)-4-methylpyridazin-3-yl)benzaldehyde